N-hydroxy-3-methoxybenzo[b]thiophene-2-carboxamide ONC(=O)C1=C(C2=C(S1)C=CC=C2)OC